tert-butyl N-[1-[7-[[6-[(tert-butoxycarbonylamino)methyl]-8-methyl-imidazo[1,2-a]pyrazin-2-yl]carbamoyl]-6-fluoro-2-methyl-indazol-4-yl]-4-piperidyl]-N-cyclopropyl-carbamate C(C)(C)(C)OC(=O)NCC=1N=C(C=2N(C1)C=C(N2)NC(=O)C2=C(C=C(C1=CN(N=C21)C)N2CCC(CC2)N(C(OC(C)(C)C)=O)C2CC2)F)C